5-[[(3r,4r)-1-(4-bromo-2-fluorophenyl)-3,4-dihydroxypiperidin-4-yl]methoxy]-3,4-dihydro-1H-1,8-naphthyridin-2-one BrC1=CC(=C(C=C1)N1C[C@H]([C@](CC1)(O)COC1=C2CCC(NC2=NC=C1)=O)O)F